C(C)(C)(C)C1=CC=C(C=C1)N1N=C(C=C1SC)C1=CC=CC=C1 1-(4-tertiary butyl-phenyl)-5-methylthio-3-phenyl-1H-pyrazole